C(CCCCC)(=O)N[C@@H](CC1=CC=C(C=C1)O)C(=O)O N-caproyl-tyrosine